α-methylbenzyllithium CC(C1=CC=CC=C1)[Li]